(Z)-icos-15-en-1-yl acetate C(C)(=O)OCCCCCCCCCCCCCC\C=C/CCCC